BrC1=C(C=CC(=C1)F)[C@H]1[C@@H](COCC1)OC trans-4-(2-bromo-4-fluorophenyl)-3-methoxytetrahydro-2H-pyran